CC1(OC2=CC(=C3C(=C2C2C1CCC(=C2)C)OC(OC3=O)(C3=CC=CC=C3)C3=CC=CC=C3)CCCCC)C 8,8,11-trimethyl-5-pentyl-2,2-diphenyl-8a,9,10,12a-tetrahydro-4H,8H-benzo[c][1,3]dioxino[4,5-f]chromen-4-one